(9H-fluoren-9-yl)methyl (13-azido-2-oxo-5,8,11-trioxa-3-azatridecyl)carbamate N(=[N+]=[N-])CCOCCOCCOCNC(CNC(OCC1C2=CC=CC=C2C=2C=CC=CC12)=O)=O